ClC=1C=C2CN([C@H](C2=CC1)[C@H]1O[C@H]([C@@H]([C@@H]1O)O)N1C=CC2=C1N=CN=C2C)C (2R,3S,4R,5R)-2-((R)-5-chloro-2-methylisoindolin-1-yl)-5-(4-methyl-7H-pyrrolo[2,3-d]pyrimidin-7-yl)tetrahydrofuran-3,4-diol